N1=CC=CC2=CC(=CC=C12)S(=O)(=O)NC1=C(C=CC=C1)C#CC1=CC=C(C(=O)O)C=C1 4-{2-[2-(quinoline-6-sulfonamido)phenyl]ethynyl}benzoic acid